((4-((2-amino-7H-pyrrolo[2,3-d]pyrimidin-4-yl)oxy)phenyl)carbamoyl)glycine NC=1N=C(C2=C(N1)NC=C2)OC2=CC=C(C=C2)NC(=O)NCC(=O)O